COC(CCC=1C=C(C(=O)OCCCCOC)C=CC1)C 4-methoxybutyl [3-(3-methoxybutyl) benzoate]